ClC1=CC=C2C(=C(N(C2=C1Cl)C=1N=NN(C1)C[Si](C)(C)C)C(=O)OCC)C=1C=NN(C1)C1OCCCC1 ethyl 6,7-dichloro-3-(1-(tetrahydro-2H-pyran-2-yl)-1H-pyrazol-4-yl)-1-(1-((trimethyl silyl)methyl)-1H-1,2,3-triazol-4-yl)-1H-indole-2-carboxylate